C1(=CC=CC=C1)[C@H]([C@@H]1CNC2=C(N1)N=CC=C2)NC[C@@H](C)C2=CC=C(C#N)C=C2 |o1:19| 4-((S or R)-1-(((R)-phenyl((S)-1,2,3,4-tetrahydropyrido[2,3-b]pyrazin-3-yl)methyl)amino)propan-2-yl)benzonitrile